2-hydroxy-N-methyl-5-[3-[4-(trifluoromethyl)anilino]pyrazin-2-yl]benzenesulfonamide OC1=C(C=C(C=C1)C1=NC=CN=C1NC1=CC=C(C=C1)C(F)(F)F)S(=O)(=O)NC